C1(=CC=CC=C1)P(C1=C(C(=O)OC)C=CC=C1)C1=CC=CC=C1 methyl 2-(diphenylphosphino)-benzoate